1-bromo-3-(1,1-difluoro-2-methylallyl)-2-fluorobenzene BrC1=C(C(=CC=C1)C(C(=C)C)(F)F)F